7-oxo-6-oxa-8,14,20,22,25-pentaazatetracyclo[19.2.2.1^{2,5}.1^{15,19}]heptacosa-1(23),15,17,19(26),21,24-hexaene-16-sulfonamide O=C1OC2CCC(C3=CN=C(NC=4C=CC(=C(NCCCCCN1)C4)S(=O)(=O)N)N=C3)C2